[C-]#N.C(CCCCCC)[N+]1(CCCC1)C 1-Heptyl-1-methylpyrrolidinium cyanid